methyl 3-(4-(tert-butyl)phenyl)-4,5-dihydro-1H-benzo[g]indole-2-carboxylate C(C)(C)(C)C1=CC=C(C=C1)C1=C(NC=2C3=C(CCC12)C=CC=C3)C(=O)OC